2-(Allylamino)-1-[2-(allylamino)ethylamino]ethane tert-butyl-(3R,4R)-4-(4-amino-1H-pyrazol-1-yl)-3-fluoropiperidine-1-carboxylate C(C)(C)(C)OC(=O)N1C[C@H]([C@@H](CC1)N1N=CC(=C1)N)F.C(C=C)NCCNCCNCC=C